6-methylisonicotinic acid hydrazide CC=1N=CC=C(C(=O)NN)C1